C1(CC1)C1=C(C(=NO1)C1=C(C=CC=C1)OC(F)(F)F)CO[C@H]1[C@@H](CN(CC1)C1=CC=C(C=C1)C1=NOC(N1)=O)F 3-(4-((3R,4R)-4-((5-cyclopropyl-3-(2-(trifluoromethoxy)phenyl)isoxazol-4-yl)methoxy)-3-fluoropiperidin-1-yl)phenyl)-1,2,4-oxadiazol-5(4H)-one